C(#N)C1=CN=C(N1)C(=O)NC=1C(=NC(=CC1)C1=C[C@@]2(C=C[C@](C1)(O2)C)C)C2=CCC(CC2)(C)C 5-cyano-N-[2-(4,4-dimethylcyclohexen-1-yl)-6-[(1S,5S)-1,5-dimethyl-8-oxabicyclo[3.2.1]octa-2,6-dien-3-yl]-3-pyridyl]-1H-imidazole-2-carboxamide